1-isopropyl-3-(3,4,5-trifluorophenyl)-5-methyl-pyrazol-4-ol C(C)(C)N1N=C(C(=C1C)O)C1=CC(=C(C(=C1)F)F)F